FC1=C(C=C(CC2=NNC(C3=CC=CC=C23)=O)C=C1)C(=O)N1CC(C1)CNCC(C)C 4-(4-fluoro-3-(3-((isobutylamino)methyl)azetidine-1-carbonyl)benzyl)phthalazin-1(2H)-one